(6-Benzyl-2-azaspiro[3.3]heptan-2-yl)((1s,3s)-3-hydroxy-3-methylcyclobutyl)methanone C(C1=CC=CC=C1)C1CC2(CN(C2)C(=O)C2CC(C2)(C)O)C1